2-(4-methylcyclohex-3-en-1-yl)propan-2-yl acetate C(C)(=O)OC(C)(C)C1CC=C(CC1)C